O=C1NC(CCC1NC1=CC=C(C=C1)N1CCC(CC1)CC(=O)N1CCC(CC1)C1=CC=C(C=C1)NC1=NC=CC(=N1)C=1C=CC(=C(C1)CCCS(=O)(=O)N)F)=O 3-(5-(2-((4-(1-(2-(1-(4-((2,6-dioxopiperidin-3-yl)amino)phenyl)piperidin-4-yl)acetyl)piperidin-4-yl)phenyl)amino)pyrimidin-4-yl)fluorophenyl)propane-1-sulfonamide